S(=O)(=O)(ON1[C@@H]2CC[C@H](N(C1=O)C2)C(NC(=O)C2CCC(CC2)N(C)C)=N)O (2S,5R)-2-(N-(4-(dimethylamino) cyclohexane-1-carbonyl) carbamimidoyl)-7-oxo-1,6-diazabicyclo[3.2.1]octan-6-yl hydrogen sulfate